2-(2-methyl-1,3-benzoxazol-6-yl)-7-(4-methylpiperazin-1-yl)-4H-pyrido[1,2-a]pyrimidin CC=1OC2=C(N1)C=CC(=C2)C=2N=C1N(CC2)C=C(C=C1)N1CCN(CC1)C